BrC1=CC=C(C=C1)C(CC(N1N=CC(=N1)C1=CC=CC=C1)C1=CC=CC=C1)=O 1-(4-bromophenyl)-3-phenyl-3-(4-phenyl-2H-1,2,3-triazol-2-yl)propan-1-one